COC=1C(=C2C=CN(C2=C(C1)C)C(=O)OC(C)(C)C)CN1C(CC(CC1)OC1COC1)C1=CC=C(C=C1)C(=O)OC tert-butyl 5-methoxy-4-((2-(4-(methoxycarbonyl) phenyl)-4-(oxetan-3-yloxy) piperidin-1-yl) methyl)-7-methyl-1H-indole-1-carboxylate